CC=1C(=NC=2CN(CCC2C1C1=C2C=NNC2=CC=C1C)C(C)C)N1CC2(CN(C2)C(C=C)=O)CC1 (M)-1-(6-(3-methyl-4-(5-methyl-1H-indazol-4-yl)-7-(2-propanyl)-5,6,7,8-tetrahydro-1,7-naphthyridin-2-yl)-2,6-diazaspiro[3.4]octan-2-yl)-2-propen-1-one